(S)-N-(2-Chloro-6-fluorophenyl)-4-(5-(1,1-difluoroethyl)-4-(hydroxymethyl)thiazol-2-yl)5-fluoro-2-((1,1,1-trifluoropropan-2-yl)oxy)benzamide ClC1=C(C(=CC=C1)F)NC(C1=C(C=C(C(=C1)F)C=1SC(=C(N1)CO)C(C)(F)F)O[C@H](C(F)(F)F)C)=O